(S)-2-bromo-1-(6,7-dichloro-8-methoxy-1-methyl-1,3-dihydro-2H-pyrrolo[3,4-c]quinolin-2-yl)ethan-1-one ethyl-2-(4-bromophenyl)-2,2-difluoroacetate C(C)OC(C(F)(F)C1=CC=C(C=C1)Br)=O.BrCC(=O)N1CC=2C=NC=3C(=C(C(=CC3C2[C@@H]1C)OC)Cl)Cl